(S)-2-(methylamino)-N-(2-(4'-(trifluoromethoxy)-[1,1'-biphenyl]-4-yl)ethyl)hexanamide hydrochloride Cl.CN[C@H](C(=O)NCCC1=CC=C(C=C1)C1=CC=C(C=C1)OC(F)(F)F)CCCC